diethyl [2-(3,7-dibromo-10H-phenothiazin-10-yl)ethyl]phosphonate BrC=1C=CC=2N(C3=CC=C(C=C3SC2C1)Br)CCP(OCC)(OCC)=O